2-((6-((4-cyano-2-fluorobenzyl)oxy)-3',6'-dihydro-[2,4'-bipyridin]-1'(2'H)-yl)methyl)-1-(oxetan-2-ylmethyl)-1H-benzo[d]imidazole-6-carboxylic acid methyl ester COC(=O)C=1C=CC2=C(N(C(=N2)CN2CCC(=CC2)C2=NC(=CC=C2)OCC2=C(C=C(C=C2)C#N)F)CC2OCC2)C1